OCC1(N(C\C(\C1)=N/OC)C(=O)C1=CC=C(C=C1)C1=C(C=CC=C1)C)CO (Z)-(2,2-Bis(hydroxymethyl)-4-(methoxyimino)pyrrolidin-1-yl)(2'-methyl-[1,1'-biphenyl]-4-yl)methanone